Cl.FC(CC1=CC=C(NC2C(NC(CC2)=O)=O)C=C1)(CNC)F 3-[4-[2,2-difluoro-3-(methylamino)propyl]anilino]piperidine-2,6-dione HCl salt